chrysenequinone diimine rhodium (II) [Rh+2].C1(C(C=CC=2C3=CC=C4C=CC=CC4=C3C=CC12)=N)=N